CC1=CC2=C(O[C@@]3(CNS2(=O)=O)COCC3)N=C1 (S)-8'-methyl-2',3',4,5-tetrahydro-2H-spiro[furan-3,4'-pyrido[2,3-b][1,4,5]oxathiazepine]-1',1'-dioxide